CC1=C(C=CC(=C1)C(F)(F)F)NC1=C(C(=O)O)C=C(C=N1)C(F)(F)F 2-((2-methyl-4-(trifluoromethyl)-phenyl)amino)-5-(trifluoromethyl)-nicotinic acid